C(O)C(CC)(CC)CO 3,3-dimethylol-pentane